C(CCCC=CCC=CCC=CCC=CCCCCC)(=O)N eicosa-5,8,11,14-tetraenamide